N-(6-(1,3,4-Thiadiazol-2-yl)isoquinolin-3-yl)-6-(4-methylpiperazin-1-yl)Nicotinamide S1C(=NN=C1)C=1C=C2C=C(N=CC2=CC1)NC(C1=CN=C(C=C1)N1CCN(CC1)C)=O